C(=C)SC1=CC=CC=C1 phenyl vinyl thioether